C(=C)C=1C(=NC2=CC=CC=C2C1C1=C2C=NNC2=CC=C1C)N1CC2(CN(C2)C(C=C)=O)CC1 (P)-1-(6-(3-ethenyl-4-(5-methyl-1H-indazol-4-yl)-2-quinolinyl)-2,6-diazaspiro[3.4]octan-2-yl)-2-propen-1-one